2-Methylheptanolat CC(C[O-])CCCCC